O1C(=CC=C1)CN(C(OC(C)(C)C)=O)C1=C(C=CC=C1)I Tert-butyl (furan-2-ylmethyl)(2-iodophenyl)carbamate